4-(9,9'-spirobi[fluoren]-4-yl)dibenzo[b,d]thiophene C1=CC=C(C=2C3=CC=CC=C3C3(C12)C1=CC=CC=C1C=1C=CC=CC13)C1=CC=CC3=C1SC1=C3C=CC=C1